BrC=1C=NC(=C(C(=O)N(CCSC(C2=CC=CC=C2)(C2=CC=CC=C2)C2=CC=CC=C2)CC2=C(C=CC(=C2)OC(F)(F)F)F)C1)F 5-Bromo-2-fluoro-N-(2-fluoro-5-(trifluoromethoxy)benzyl)-N-(2-(tritylthio)ethyl)nicotinamide